C[Si](O[Si](O[Si](O[Si](C1=CC=CC=C1)(C1=CC=CC=C1)C)(C1=CC=CC=C1)C)(C1=CC=CC=C1)C)(C1=CC=CC=C1)C1=CC=CC=C1 1,3,5,7-tetramethyl-1,1,3,5,7,7-hexaphenyl-tetrasiloxane